2-[1-oxo-7-(1H-pyrazolo[3,4-b]pyridin-5-ylamino)isoindolin-2-yl]-N-[(1S)-2,2,2-trifluoro-1-methyl-ethyl]acetamide O=C1N(CC2=CC=CC(=C12)NC=1C=C2C(=NC1)NN=C2)CC(=O)N[C@H](C(F)(F)F)C